2-methyl-5-(piperidin-1-ylmethyl)benzofuran-3-carboxylic acid CC=1OC2=C(C1C(=O)O)C=C(C=C2)CN2CCCCC2